(S)-3-amino-6-(3-methylimidazo[1,2-a]pyridin-6-yl)-5-(oxazol-2-yl)-N-(tetrahydrofuran-3-yl)pyrazine-2-carboxamide NC=1C(=NC(=C(N1)C=1OC=CN1)C=1C=CC=2N(C1)C(=CN2)C)C(=O)N[C@@H]2COCC2